tert-Butyl 4-[[2-cyclopentyl-4-(trifluoromethyl)phenyl]methylene]piperidine-1-carboxylate C1(CCCC1)C1=C(C=CC(=C1)C(F)(F)F)C=C1CCN(CC1)C(=O)OC(C)(C)C